OC(CN(C1=CC=C(C=C1)C)CC(C)O)C N,N-bis-(2-hydroxypropyl)-para-toluidine